FC1=C(OC2=C(C(=NC=C2)N)C2=CC=CC=C2)C=CC(=C1)[N+](=O)[O-] 4-(2-fluoro-4-nitrophenoxy)-3-phenylpyridin-2-amine